4-methylpentanedioic acid CC(CCC(=O)O)C(=O)O